C(C)(C)(C)OC(=O)N1C2CN(C(C1)C2)CCOC=2C=C(C=1N(C2)N=CC1C#N)C=1C=NC(=CC1)F 5-(2-((3-cyano-4-(6-fluoropyridin-3-yl)pyrazolo[1,5-a]pyridin-6-yl)oxy)ethyl)-2,5-diazabicyclo[2.2.1]heptane-2-carboxylic acid tert-butyl ester